4-(1-((5-methoxy-7-methyl-1H-indol-4-yl)methyl)-4-phenylpiperidin-2-yl)benzoic acid COC=1C(=C2C=CNC2=C(C1)C)CN1C(CC(CC1)C1=CC=CC=C1)C1=CC=C(C(=O)O)C=C1